CC=1C=C(C=CC1C)C1=CC=C(C(N1)=O)C(=O)N[C@H]1CS(C=C1)=O 6-(3,4-dimethylphenyl)-N-((3R)-1-oxido-2,3-dihydrothiophen-3-yl)-2-oxo-1,2-dihydropyridine-3-carboxamide